CN1CCC(CC1)OC=1C=NC2=CC=C(C=C2N1)C1=CNC=2N=C(N=CC21)NCC(C)(C)C 5-(3-((1-methylpiperidin-4-yl)oxy)quinoxalin-6-yl)-N-neopentyl-7H-pyrrolo[2,3-d]pyrimidin-2-amine